chloro-N-{[4-(5-methyl-1,3-thiazol-4-yl)-2,5-dioxoimidazolidin-4-yl]methyl}[biphenyl]-2-carboxamide ClC1=C(C(=CC=C1)C1=CC=CC=C1)C(=O)NCC1(NC(NC1=O)=O)C=1N=CSC1C